2-((3,5-dicyano-4-ethyl-6-(4-(thiazol-5-ylmethyl)piperazin-1-yl)pyridin-2-yl)sulfanyl)-2-phenylacetamide C(#N)C=1C(=NC(=C(C1CC)C#N)N1CCN(CC1)CC1=CN=CS1)SC(C(=O)N)C1=CC=CC=C1